1-(7-Chloro-quinolin-3-ylmethyl)-3-methoxymethyl-1H-pyrazole-4-carboxylic acid 2-fluoro-3-methoxybenzylamide FC1=C(CNC(=O)C=2C(=NN(C2)CC=2C=NC3=CC(=CC=C3C2)Cl)COC)C=CC=C1OC